OC[C@@H]1CC[C@H](CO1)NC1=C2C(=NC=C1C#N)NC=C2C(C2=CC=C(C=C2)OC2=CC=CC=C2)=O 4-(((3R,6S)-6-(hydroxymethyl)tetrahydro-2H-pyran-3-yl)amino)-3-(4-phenoxybenzoyl)-1H-pyrrolo[2,3-b]pyridine-5-carbonitrile